BrC1=CC=2C3C(CN(C2N=C1)C(=O)OC(C)(C)C)C3 Tert-Butyl 6-bromo-1,1a,2,7b-tetrahydro-3H-cyclopropa[c][1,8]naphthyridine-3-carboxylate